1-methyl-2,4a,5,6,7,8,9,10-octahydrocycloocta[d]pyridazine CC=1NN=CC2C1CCCCCC2